3-Sulfino-alanine S(=O)(O)C[C@H](N)C(=O)O